((2-fluoro-4-iodophenyl)amino)thieno[2,3-b]pyridine-3-carboxylic acid FC1=C(C=CC(=C1)I)NC1=C(C=2C(=NC=CC2)S1)C(=O)O